tert-butyl (3-(8-(4-(trifluoromethyl)cyclohex-1-en-1-yl)quinoline-3-carboxamido)propyl)carbamate FC(C1CC=C(CC1)C=1C=CC=C2C=C(C=NC12)C(=O)NCCCNC(OC(C)(C)C)=O)(F)F